5-(2-ethoxy-3-pyridinyl)-1-isopropyl-N-(m-tolylmethyl)pyrazolo[4,3-b]pyridin-7-amine C(C)OC1=NC=CC=C1C1=CC(=C2C(=N1)C=NN2C(C)C)NCC=2C=C(C=CC2)C